C(CCCCCCCCCCCN)N 1,12-dodecanediamine